OC1=C(N=C(N(C1=O)C)C1CN(CCC1)C(C1=C(C=CC=C1)OC)=O)C(=O)NC=1C=NOC1 5-hydroxy-N-(isoxazol-4-yl)-2-(1-(2-methoxybenzoyl)piperidin-3-yl)-1-methyl-6-oxo-1,6-dihydropyrimidine-4-carboxamide